C(#C)C1=NN(C2=CC=C(C=C12)C1=C(N(N=C1)C)CN(CC(C)OC=1N(N=C(C1I)C)C)C)C1OCCCC1 N-[[4-(3-ethynyl-1-tetrahydropyran-2-yl-indazol-5-yl)-2-methyl-pyrazol-3-yl]methyl]-2-(4-iodo-2,5-dimethyl-pyrazol-3-yl)oxy-N-methyl-propan-1-amine